ClC(C(=O)OCC1=CC=CC=C1)=C benzyl α-chloroacrylate